FC1=CC(=C(C=C1)C=1C=C2C(=NC1)N(C(N2)=O)[C@H](CS(=O)(=O)C)C2=NC(=C(C=C2)OC)OCC)OC (S)-6-(4-fluoro-2-methoxyphenyl)-3-(1-(6-ethoxy-5-methoxypyridin-2-yl)-2-(methylsulfonyl)ethyl)-1H-imidazo[4,5-b]pyridin-2(3H)-one